C12OCC(N(C1)CC1(CC1)C(=O)OCC)CC2 Ethyl 1-((2-Oxa-5-azabicyclo[2.2.2]octan-5-yl)methyl)cyclopropane-1-carboxylate